6-iodo-2,3-dihydro-4H-benzo[e][1,3]oxazin-4-one IC=1C=CC2=C(C(NCO2)=O)C1